ClC1=C(C(=CC=C1)C(F)(F)F)COC=1C=NC(=NC1)N1N=C(C=C1)C(=O)N 1-(5-{[2-chloro-6-(trifluoromethyl)phenyl]methoxy}pyrimidin-2-yl)pyrazole-3-carboxamide